magnesium-chromium oxide [O-2].[Cr+3].[Mg+2]